CCCCCC/C=C\CCCCCCCC(=O)O[C@H](COC(=O)CCCCCCC/C=C\C/C=C\C/C=C\CC)COP(=O)(O)OC[C@@H](C(=O)O)N 1-(9Z,12Z,15Z-octadecatrienoyl)-2-(9Z-hexadecenoyl)-glycero-3-phosphoserine